NC1=NC=NC=2N(C3=CC=CC(=C3C21)OC)CC(=O)N2[C@@H]1C[C@@]1(C[C@H]2C(=O)NC2=NC(=CC=C2C)Br)C (1R,3S,5R)-2-(2-(4-amino-5-methoxy-9H-pyrimido[4,5-b]indol-9-yl)acetyl)-N-(6-bromo-3-methylpyridin-2-yl)-5-methyl-2-azabicyclo[3.1.0]hexane-3-carboxamide